2-(5,6-dihydro-4H-pyrrolo[1,2-b]pyrazol-3-yl)-N-(2-methyl-5-(((1-methylpyrrolidin-2-yl)methyl)carbamoyl)pyridin-3-yl)pyrazolo[5,1-b]thiazole-7-carboxamide N=1N2C(=C(C1)C1=CN3C(S1)=C(C=N3)C(=O)NC=3C(=NC=C(C3)C(NCC3N(CCC3)C)=O)C)CCC2